Piperazin-1-yl-methanone N1(CCNCC1)C=O